3-((1-(3-((S)-4-Benzyl-2-oxooxazolidin-3-yl)-5-methylphenyl)ethyl)amino)-6-chloro-picolinic acid C(C1=CC=CC=C1)[C@@H]1N(C(OC1)=O)C=1C=C(C=C(C1)C)C(C)NC=1C(=NC(=CC1)Cl)C(=O)O